(2S)-2-[4-bromo-2-(1,2-oxazol-3-yl)phenoxy]-N-methoxypropanamide BrC1=CC(=C(O[C@H](C(=O)NOC)C)C=C1)C1=NOC=C1